BrC1=CC=C(C=C1)C=1NC(=CC(C1C#N)=O)C(C(F)(F)F)C 2-(4-bromophenyl)-4-oxo-6-(1,1,1-trifluoropropan-2-yl)-1,4-dihydropyridine-3-carbonitrile